tert-butyl (3S)-3-(2,2,2-trifluoro-1-((4-(4-morpholino-7-((2-(trimethylsilyl)ethoxy)methyl)-7H-pyrrolo[2,3-d]pyrimidin-6-yl)phenyl)amino)ethyl)-[1,3'-bipyrrolidine]-1'-carboxylate FC(C(NC1=CC=C(C=C1)C1=CC2=C(N=CN=C2N2CCOCC2)N1COCC[Si](C)(C)C)[C@@H]1CN(CC1)C1CN(CC1)C(=O)OC(C)(C)C)(F)F